N-(((4R,SR)-5-((3,4-dihydroisoquinolin-2(1H)-yl)methyl)-2,2-dimethyl-1,3-dioxolan-4-yl)methyl)-6-(trifluoromethyl)imidazo[1,2-a]pyridine-2-carboxamide C1N(CCC2=CC=CC=C12)C[C@H]1[C@H](OC(O1)(C)C)CNC(=O)C=1N=C2N(C=C(C=C2)C(F)(F)F)C1 |&1:11|